Cl.COC([C@@H](N)CCCNC(N[N+](=O)[O-])=N)=O Nω-Nitro-L-arginine methyl ester HCl